C(#N)C1=C2C(=C(C(N(C2=CC=C1)COCC[Si](C)(C)C)=O)C1(CC1)C(=O)N[C@@H](C)C1=NC=C(C=N1)C#N)C 1-(5-cyano-4-methyl-2-oxo-1-{[2-(trimethylsilyl)ethoxy]methyl}quinolin-3-yl)-N-[(1S)-1-(5-cyanopyrimidin-2-yl)ethyl]cyclopropane-1-carboxamide